3-((3-((R)-2-Hydroxy-3,3-dimethyl-4-((3-(pyridin-4-yl)propanoyl)oxy)butanamido) propanoyl)oxy)propane-1,2-diyl bis(2-hexyldecanoate) C(CCCCC)C(C(=O)OCC(COC(CCNC([C@@H](C(COC(CCC1=CC=NC=C1)=O)(C)C)O)=O)=O)OC(C(CCCCCCCC)CCCCCC)=O)CCCCCCCC